[Si](C)(C)(C(C)(C)C)OCCN1CCC(CC1)COC1=CC(=C2C(NC(=NC2=C1)CSC1CCOCC1)=O)F 7-((1-(2-((tert-butyldimethylsilyl)oxy)ethyl)piperidin-4-yl)methoxy)-5-fluoro-2-(((tetrahydro-2H-pyran-4-yl)thio)methyl)quinazolin-4(3H)-one